2-([1,1'-biphenyl]-4-yl)-1H-imidazo[4,5-f][1,10]phenanthroline C1(=CC=C(C=C1)C=1NC=2C(=C3C=CC=NC3=C3N=CC=CC23)N1)C1=CC=CC=C1